CC1=CC=C(C=C1)S(=O)(=O)O.CC(C)=NO acetoxime p-toluenesulphonate